C(OC[C@H]1N(CCC1)C1=NC=C(C(=N1)NCC1=CC(=C(C=C1)OC)Cl)C(NCC1=NC=CC=N1)=O)(OCCCC[C@@H](CO[N+](=O)[O-])O[N+](=O)[O-])=O ((S)-1-(4-(3-chloro-4-methoxybenzylamino)-5-(pyrimidin-2-ylmethylcarbamoyl) pyrimidin-2-yl)pyrrolidin-2-yl)methyl (5S)-5,6-bis(nitrooxy)hexyl carbonate